ClC=1C=CC(=C(C1)O)C=1N=NC(=C2C1COCC2)N[C@H]2CN(C[C@@H](C2)F)C 5-chloro-2-(1-(((3R,5R)-5-fluoro-1-methylpiperidin-3-yl)amino)-7,8-dihydro-5H-pyrano[3,4-d]pyridazin-4-yl)phenol